BrC=1C=C2C(NC(N(C2=CC1OC(F)(F)F)C1=C(C=CC=C1)C)=O)=O 6-bromo-1-(o-tolyl)-7-(trifluoromethoxy)quinazolin-2,4(1H,3H)-dione